4-((3-(2-methoxy-5-(2-methylallyl)phenyl)isoOxazol-5-yl)methyl)piperazine-1-carboxylic acid tert-butyl ester C(C)(C)(C)OC(=O)N1CCN(CC1)CC1=CC(=NO1)C1=C(C=CC(=C1)CC(=C)C)OC